N-(2-carboxyethyl)-N-phenyl-β-alanine C(=O)(O)CCN(CCC(=O)O)C1=CC=CC=C1